4-octenedienal C(C=CC=CC=CC)=O